BrC1=CC2=C(NCS2)C=C1 6-Bromo-2,3-dihydrobenzo[d]thiazole